ammonium glycolic acid salt C(CO)(=O)[O-].[NH4+]